ClC1=CC=C(S1)CNC1=CC(=NN1)C1N(CCC1)C(=O)N1CCOCC1 N-[(5-Chlorothiophen-2-yl)methyl]-3-[1-(morpholin-4-carbonyl)pyrrolidin-2-yl]-1H-pyrazol-5-amin